C(C)(C)(C)OC(\C=C\C1=C(C=CC(=C1)Cl)N1N=CC=N1)=O (E)-3-(5-chloro-2-1,2,3-triazol-2-yl-phenyl)-acrylic acid tert-butyl ester